C(=CCCCCCCCCCCCCCCCCCC)O 13-trans-eicosen-1-ol